1-(1-methyl-1H-pyrazol-4-yl)piperazin-2-one hydrochloride Cl.CN1N=CC(=C1)N1C(CNCC1)=O